FC=1C=NC=C(C1C1=C2CN(C(C2=CC=C1)=O)C=1C=CC=C2C(=CNC12)C1=NC(=NC=C1C)NC1=NN(C(=C1)C)C)F 4-(3,5-difluoropyridin-4-yl)-2-(3-(2-((1,5-dimethyl-1H-pyrazol-3-yl)amino)-5-methylpyrimidin-4-yl)-1H-indol-7-yl)isoindolin-1-one